methyl 2-[[6-chloro-3-(3,6-dihydro-2H-pyran-4-yl)-4-quinolyl]amino]benzoate ClC=1C=C2C(=C(C=NC2=CC1)C=1CCOCC1)NC1=C(C(=O)OC)C=CC=C1